CC1=C(C=NC=C1)C1CN(C1)C(=O)[C@@H]1CC[C@H]2N1C(CC[C@@H]1[C@@H](C2)C1)=O (3S,6S,7aS,8aR,9aR)-3-(3-(4-methylpyridin-3-yl)azetidine-1-carbonyl)-5-oxodecahydro-1H-cyclopropa[d]pyrrolo[1,2-a]azocin